7-bromo-4'-chloro-4-methyl-2'-(methylthio)-3,4,5',8'-tetrahydro-2H-spiro[naphthalene-1,7'-pyrano[4,3-d]pyrimidine] BrC1=CC=C2C(CCC3(CC=4N=C(N=C(C4CO3)Cl)SC)C2=C1)C